CC1=C(C=CC=C1C1N(CCC2=C1SC(=N2)C(=O)N)CCCN2CCOCC2)C2=C(C(=CC=C2)C2N(CCC1=C2SC(=N1)C(=O)N)CCCN1CCOCC1)C (2,2'-dimethyl-[1,1'-biphenyl]-3,3'-diyl)bis(5-(3-morpholinopropyl)-4,5,6,7-tetrahydrothiazolo[5,4-c]pyridine-2-carboxamide)